N-hydroxy-4-(3-oxo-3-(4-((2-phenylcyclopropyl)amino)piperidin-1-yl)propyl)benzamide TFA salt OC(=O)C(F)(F)F.ONC(C1=CC=C(C=C1)CCC(N1CCC(CC1)NC1C(C1)C1=CC=CC=C1)=O)=O